N-(1H-benzimidazol-2-yl)-4-methyl-2-pyrrol-1-yl-thiazole-5-carboxamide N1C(=NC2=C1C=CC=C2)NC(=O)C2=C(N=C(S2)N2C=CC=C2)C